4,4'-methylene-bis-(3-hydroxy-2-naphthoate) C(C1=C(C(=CC2=CC=CC=C12)C(=O)[O-])O)C1=C(C(=CC2=CC=CC=C12)C(=O)[O-])O